tert-butyl 4-[3-fluoro-5-([2-methylimidazo[1,2-a]pyridin-7-yl]carbamoyl)thiophen-2-yl]-3,6-dihydro-2H-pyridine-1-carboxylate FC1=C(SC(=C1)C(NC1=CC=2N(C=C1)C=C(N2)C)=O)C=2CCN(CC2)C(=O)OC(C)(C)C